5-methyl-2-[[4-(4-pyridyl)piperazin-1-yl]methyl]-1H-indole CC=1C=C2C=C(NC2=CC1)CN1CCN(CC1)C1=CC=NC=C1